C(C)(C)C1CN(CCC1NC(=O)C1=CC(=CC=2N(C=NC21)CC(F)(F)F)C#CCNC=2C(OC)=CC=C(C2)S(=O)(=O)C)C N-(3-isopropyl-1-methyl-4-piperidyl)-6-[3-(4-mesyl-2-anisidino)-1-propynyl]-1-(2,2,2-trifluoroethyl)-1H-1,3-benzimidazole-4-carboxamide